6-[2-fluoro-3-methyl-4-(2-oxopropoxy)phenyl]-5-methyl-4,5-dihydro-2H-pyridazin-3-one FC1=C(C=CC(=C1C)OCC(C)=O)C=1C(CC(NN1)=O)C